C1(CCC1)C1=CC(=C(C=C1)NC1=C2C(=NC(=C1)NC(=O)[C@H]1[C@H](C1)F)NN(C2=O)C)NS(=O)(=O)CC (1S,2S)-N-(4-((4-cyclobutyl-2-(N-methylmethanesulfonylamino)phenyl)amino)-2-methyl-3-oxo-2,3-dihydro-1H-pyrazolo[3,4-b]pyridin-6-yl)-2-fluorocyclopropane-1-carboxamide